methyl 3-(9-((4-(aminomethyl)-2,6-dimethylphenyl)carbamoyl)-4,5-dihydrobenzo[b]thieno[2,3-d]oxepin-8-yl)-6-((3-cyanobicyclo[1.1.1]pentan-1-yl)carbamoyl)picolinate NCC1=CC(=C(C(=C1)C)NC(=O)C1=CC2=C(OCCC3=C2SC=C3)C=C1C=1C(=NC(=CC1)C(NC13CC(C1)(C3)C#N)=O)C(=O)OC)C